C(C)OC1=C(C=CC(=N1)[C@@H](CS(=O)(=O)C)N1C(NC=2C1=NC=C(C2C)C2=CC=CC=C2)=O)OC (S)-3-(1-(6-ethoxy-5-methoxypyridin-2-yl)-2-(methylsulfonyl)ethyl)-7-methyl-6-phenyl-1H-imidazo[4,5-b]pyridin-2(3H)-one